(S)-4-ethoxy-N-(7-methoxy-2-methyl-2H-indazol-5-yl)-2-(3-(methylamino)pyrrolidin-1-yl)pyrimidine-5-carboxamide C(C)OC1=NC(=NC=C1C(=O)NC1=CC2=CN(N=C2C(=C1)OC)C)N1C[C@H](CC1)NC